C1C=NNNN1 4-tetrazine